CC1=CC=C(C=C1)S(=O)(=O)[N-]C(C(C)(C)C)=O N-(4-toluenesulfonyl)pivaloyl-amide